2-(1-(((4-iodo-2,6-diisopropylphenoxy)carbonyl)methyl)cyclohexyl)acetic acid IC1=CC(=C(OC(=O)CC2(CCCCC2)CC(=O)O)C(=C1)C(C)C)C(C)C